6-(1-((5,6-dihydro-pyrrolo[1,2-b]pyrazol-3-yl)sulfonyl)piperidin-4-yl)-7-methylquinoline N1N2C(C(=C1)S(=O)(=O)N1CCC(CC1)C=1C=C3C=CC=NC3=CC1C)=CCC2